1-t-butylamino-1,1-dimethyl-disiloxane C(C)(C)(C)N[Si](O[SiH3])(C)C